O=C(CC=1C=C2C=CC=NC2=C(C1)C#N)N1CCC(CC1)N1C(NC2=C1C(=CC=C2)C(F)(F)F)=O 6-(2-oxo-2-(4-(2-oxo-7-(trifluoromethyl)-2,3-dihydro-1H-benzo[d]imidazol-1-yl)piperidine-1-yl)ethyl)quinoline-8-carbonitrile